(2-chlorothiazol-5-yl)(4-nitrophenyl)methanol ClC=1SC(=CN1)C(O)C1=CC=C(C=C1)[N+](=O)[O-]